CN(C(CNS(=O)(=O)C=1C=CC=C2C=CNC12)C1=CN(C2=CC=CC=C12)C(C)C)C N-(2-(dimethylamino)-2-(1-isopropyl-1H-indol-3-yl)ethyl)-1H-indole-7-sulfonamide